ClC=1C(=CC(N(N1)CC)=O)C1=CC(=CC(=C1)OC)OC 6-chloro-5-(3,5-dimethoxyphenyl)-2-ethyl-3(2H)-pyridazinone